ClC=1C=C(C=C(C1OC=1C=C2C3=C(NC2=CC1)COCC31CC(C1)(F)F)Cl)N1N=C(C(NC1=O)=O)C#N 2-(3,5-Dichloro-4-((3,3-difluoro-1',9'-dihydro-3'H-spiro[cyclobutane-1,4'-pyrano[3,4-b]indol]-6'-yl)oxy)phenyl)-3,5-dioxo-2,3,4,5-tetrahydro-1,2,4-triazine-6-carbonitrile